2-{6-[(3R)-3-[cyclobutyl(methyl)amino]pyrrolidin-1-yl]pyridazin-3-yl}-5-(6-methoxypyridazin-4-yl)phenol C1(CCC1)N([C@H]1CN(CC1)C1=CC=C(N=N1)C1=C(C=C(C=C1)C1=CN=NC(=C1)OC)O)C